1-methyl-4-[(1-methyl-4-piperidyl)methyl]piperidine CN1CCC(CC1)CC1CCN(CC1)C